3-chloro-N-(2-fluoro-3-(3-methoxyquinoxaline-6-carbonyl)phenyl)benzamide ClC=1C=C(C(=O)NC2=C(C(=CC=C2)C(=O)C=2C=C3N=C(C=NC3=CC2)OC)F)C=CC1